1-(tert-butoxycarbonyl)azepan-3-carboxylic acid C(C)(C)(C)OC(=O)N1CC(CCCC1)C(=O)O